COC(NC1CNCCC1)=O methyl(piperidin-3-yl)carbamate